[1,4]oxazepine-2-carboxylate O1C(=CN=CC=C1)C(=O)[O-]